ClC1=CC(=C(C=C1)C1=CC=C(C=C1)C1CN(C1)C(=O)N1CC2(C1)CC(C2)C=2C=NC(=NC2)C(F)(F)F)S(=O)(=O)C [3-[4-(4-chloro-2-methylsulfonyl-phenyl)phenyl]azetidin-1-yl]-[6-[2-(trifluoromethyl)pyrimidin-5-yl]-2-azaspiro[3.3]heptan-2-yl]methanone